silylchlorid [SiH3]Cl